water xenon [Xe].O